OC(CN(C(CCSSCCN1CCN(CC1)CCOC(CCCN(CC(CCCCC(=O)OCCC(C)C)O)CC(CCCCC(=O)OCCC(C)C)O)=O)C)CC(CCCCC(OC(C)C)=O)O)CCCCC(=O)OC(C)C Diisopentyl 7,7'-((4-(2-(4-(2-((3-(bis(2-hydroxy-7-isopropoxy-7-oxoheptyl)amino)butyl)disulfaneyl)ethyl)piperazin-1-yl)ethoxy)-4-oxobutyl)azanediyl)bis(6-hydroxyheptanoate)